C1CCC(CC1)N=C=NCCN2CCOCC2 The molecule is a carbodiimide having cyclcohexyl and 2-(4-morpholinyl)ethyl as the two N-substituents. It has a role as a cross-linking reagent. It is a carbodiimide and a member of morpholines.